(((S)-1-methylpyrrolidin-2-yl) methoxy) quinazolin-4-ylpiperazine-1-carboxylate N1=CN=C(C2=CC=CC=C12)C1N(CCNC1)C(=O)OOC[C@H]1N(CCC1)C